6-(3-(4-(trifluoromethyl)phenyl)propyl)-2-thia-6-azaspiro[3.4]octane-2,2-dioxide FC(C1=CC=C(C=C1)CCCN1CC2(CS(C2)(=O)=O)CC1)(F)F